3-Hydroxy-3-methyl-1-(4-((3-oxoisobenzofuran-1(3H)-ylidene)methyl)pyridin-2-yl)indolin-2-one OC1(C(N(C2=CC=CC=C12)C1=NC=CC(=C1)C=C1OC(C2=CC=CC=C12)=O)=O)C